ClC1=C2C(=NC=C1OC=1C=NN3C1C(=NC=C3)NC)N=C(N2C)NC=2C(N(C=C(C2)C(F)(F)F)C([2H])([2H])[2H])=O 3-((7-chloro-1-methyl-6-((4-(methylamino)pyrazolo[1,5-a]pyrazin-3-yl)oxy)-1H-imidazo[4,5-b]pyridin-2-yl)amino)-1-(methyl-d3)-5-(trifluoromethyl)pyridin-2(1H)-one